2H-phthalazin-1-one C1(NN=CC2=CC=CC=C12)=O